N[C@H](C)C=1C=C(C=C2C(C(=C(OC12)C=1C=NN(C1)CCO[Si](C)(C)C(C)(C)C)C)=O)C 8-[(1R)-1-Aminoethyl]-2-[1-[2-[tert-butyl(dimethyl)silyl]oxyethyl]pyrazol-4-yl]-3,6-dimethyl-chromen-4-one